C(C1=CC=CC=C1)OC=1C=C2C(CC=C(C2=CC1)C1=C(C=C(C=C1)N1CCC(CC1)C(OC)OC)F)(F)F 1-(4-(6-(benzyloxy)-4,4-difluoro-3,4-dihydronaphthalen-1-yl)-3-fluorophenyl)-4-(dimethoxymethyl)piperidine